C1(CC1)C=1C=C(C=CC1)CC=1C(=CNC1)S(=O)(=O)NC1=C(C=C(C(=C1)F)C(F)(F)F)F 4-[(3-cyclopropylphenyl)methyl]-N-[2,5-difluoro-4-(trifluoromethyl)phenyl]-1H-pyrrole-3-sulfonamide